[Co]=O.[Mn].[Ni] nickel-manganese-cobalt Oxide